(2-chloro-4-(trifluoromethyl)phenyl)-2-(5-ethyl-7-oxo-6-(piperazin-1-yl)-2-(2,5,6,7-tetrahydrooxepin-4-yl)-[1,2,4]triazolo[1,5-a]pyrimidin-4(7H)-yl)acetamide ClC1=C(C=CC(=C1)C(F)(F)F)C(C(=O)N)N1C=2N(C(C(=C1CC)N1CCNCC1)=O)N=C(N2)C2=CCOCCC2